C(C1=CC=CC=C1)OC(=O)[C@H]1N(SO[C@@H]1C)C(=O)O (4s,5r)-5-methyl-1,2,3-oxathiazolidine-3,4-dicarboxylic acid 4-benzyl ester